ClC1=C(C=CC=C1Br)S 2-chloro-3-bromothiophenol